FC1(CCC(CC1)(C)C1=C(C=CC=N1)F)F 6-(4,4-difluoro-1-methylcyclohexyl)-5-fluoropyridine